S1C=NC2=C1C=CC(=C2)C(=O)N2CC1(C(NC(N1)=O)=O)CC2 7-(Benzo[d]thiazole-5-carbonyl)-1,3,7-triazaspiro[4.4]nonane-2,4-dione